C(C1=CC=CC=C1)OC=1C=C2CC[C@@H]([C@@H](C2=CC1)C1=CC=C(C=C1)O)C1=CC=CC=C1 4-[(1r,2s)-6-benzyloxy-2-phenyl-tetralin-1-yl]phenol